(1R)-5-bromo-2,3-dihydro-1H-indene-1-carboxamide BrC=1C=C2CC[C@H](C2=CC1)C(=O)N